(E)-N-(1-(1,1-dioxo-2,3-dihydrobenzo[b]thiophen-4-yl)ethylidene)-2-methylpropane-2-sulfinamide O=S1(C2=C(CC1)C(=CC=C2)\C(\C)=N\S(=O)C(C)(C)C)=O